L-2-aminomethylphenylalanine NCC1=C(C[C@H](N)C(=O)O)C=CC=C1